The molecule is the monohydrochloride salt of cinchocaine. It is used in creams, ointments and suppositories for temporary relief of pain and itching associated with skin and anorectal conditions. It contains a cinchocaine. CCCCOC1=NC2=CC=CC=C2C(=C1)C(=O)NCC[NH+](CC)CC.[Cl-]